NC=1C=C(C=C2C=C(N=CC12)NC(=O)[C@H]1[C@@H](C1)C#N)C=1C=NN(C1)[C@@H]1OCCCC1 |&1:24| (±)-trans-N-(8-amino-6-(1-(tetrahydro-2H-pyran-2-yl)-1H-pyrazol-4-yl)isoquinolin-3-yl)-2-cyanocyclopropanecarboxamide